6-(6',7'-dihydrospiro[cyclopropane-1,5'-pyrrolo[2,1-c][1,2,4]triazol]-3'-yl)pyridin-2-amine N=1N=C(N2C1CCC21CC1)C1=CC=CC(=N1)N